(Z)-methyl-17-(2-(dimethylamino)-3-(octyloxy)propoxy)heptadec-8-enoate COC(CCCCCC\C=C/CCCCCCCCOCC(COCCCCCCCC)N(C)C)=O